CC1(COC2(CC1)CCC(CC2)C=2C(=NN1C2COCC1)CN(CCNC)C)C N1-((3-((6r,9s)-3,3-dimethyl-1-oxaspiro[5.5]undecan-9-yl)-6,7-dihydro-4H-pyrazolo-[5,1-c][1,4]oxazin-2-yl)-methyl)-N1,N2-dimethyl-ethane-1,2-diamine